C(C1=CC=CC=C1)OC1=CC(=NC2=CC=[N+](C=C12)[O-])[C@@H]1O[C@]([C@H]([C@H]1C1=C(C(=C(C=C1)F)F)OC)C)(C(F)(F)F)C 4-(Benzyloxy)-2-((2R,3S,4S,5R)-3-(3,4-difluoro-2-methoxyphenyl)-4,5-dimethyl-5-(trifluoromethyl)tetrahydrofuran-2-yl)-1,6-naphthyridine 6-oxide